C(CCCCC)NC(=O)[C@@H]1CN(CCCN1C(CCCCCCC)=O)S(=O)(=O)C=1C=C(C(=O)N2C[C@H]([C@@H](C2)C(=O)N[C@@H]2[C@H](C2)C2=CC=CC=C2)C(=O)N[C@@H]2[C@H](C2)C2=CC=CC=C2)C=CC1 (3S,4S)-1-(3-(((S)-3-(hexylcarbamoyl)-4-octanoyl-1,4-diazepan-1-yl)sulfonyl)benzoyl)-N3,N4-bis((1S,2R)-2-phenylcyclopropyl)pyrrolidine-3,4-dicarboxamide